C(C1=CC=CC=C1)NC1CCC2=CC=C(C=C12)NC(C=C)=O N-(3-(benzylamino)-2,3-dihydro-1H-inden-5-yl)-acrylamide